tert-butyl (S)-(6-(5-(((2-fluoro-1-(3-fluorophenyl)ethoxy)carbonyl)carbamoyl)-1-methyl-1H-1,2,3-triazol-4-yl)-2-methylpyridin-3-yl)carbamate FC[C@@H](OC(=O)NC(=O)C1=C(N=NN1C)C1=CC=C(C(=N1)C)NC(OC(C)(C)C)=O)C1=CC(=CC=C1)F